(S)-1-(2-(3-acetyl-5-(6-methoxypyridin-3-yl)-1H-indazol-1-yl)acetyl)-N-(6-methylpyridin-2-yl)azetidine-2-carboxamide C(C)(=O)C1=NN(C2=CC=C(C=C12)C=1C=NC(=CC1)OC)CC(=O)N1[C@@H](CC1)C(=O)NC1=NC(=CC=C1)C